tert-butyl (2S,6S*)-6-[(tert-butyldimethylsilyl)oxy]-2-{[(1S)-1-cyano-2-[4-(3-methyl-2-oxo-2,3-dihydro-1,3-benzoxazol-5-yl)phenyl]ethyl]carbamoyl}-6-methyl-1,4-oxazepane-4-carboxylate [Si](C)(C)(C(C)(C)C)O[C@]1(CN(C[C@H](OC1)C(N[C@@H](CC1=CC=C(C=C1)C=1C=CC2=C(N(C(O2)=O)C)C1)C#N)=O)C(=O)OC(C)(C)C)C |o1:8|